C(CCCCCCCCCCC)(O)O dodecane-diol